C(C)OC1=CN=CC(=N1)C1=CC=C(C(=O)N2[C@H](CCC2)C2=NC(=NC=C2)NS(=O)(=O)C2CC2)C=C1 N-[4-[(2R)-1-[4-(6-ethoxypyrazin-2-yl)benzoyl]pyrrolidin-2-yl]pyrimidin-2-yl]cyclopropanesulfonamide